C(C)N(CCNC(=O)C1=NC2=CC=CC=C2N=C1NC1=CC=C(C=C1)C)CC N-(2-(Diethylamino)ethyl)-3-(p-tolylamino)quinoxaline-2-carboxamide